C=C(C)C=1SC=CC1 2-(1-propen-2-yl)thiophene